C(C)(=O)N1CCN(CC1)C1=CC(=C(C=C1)NC1=NC=2N(C(C=NC2C=N1)=O)C=1C=C(C=CC1)NC(C=C)=O)OC N-(3-(2-((4-(4-acetyl-1-piperazinyl)-2-methoxyphenyl)amino)-7-oxo-8(7H)-pteridinyl)phenyl)acrylamide